C(CCC)C(CO)CCCCCCCCCC 2-butyl-1-dodecanol